N-(1-(4-chlorophenyl)-2-(4-methylpiperazin-1-yl)ethyl)-4-(trifluoromethoxy)benzenesulfonamide ClC1=CC=C(C=C1)C(CN1CCN(CC1)C)NS(=O)(=O)C1=CC=C(C=C1)OC(F)(F)F